C(CCC)N1CCOCC1 N-n-Butylmorpholin